N1=C(C=NC(=C1)O)O pyrazine-2,5-diol